3-(2-{5-Cyclopropylimidazo[1,5-a]pyridin-8-yl}ethynyl)-1-[(3S,5R)-5-(methoxymethyl)-1-(prop-2-enoyl)pyrrolidin-3-yl]-5-(methylamino)pyrazole-4-carboxamide C1(CC1)C1=CC=C(C=2N1C=NC2)C#CC2=NN(C(=C2C(=O)N)NC)[C@@H]2CN([C@H](C2)COC)C(C=C)=O